[Na].OCCOC1=CC=C(C=C1)[Si](C1=CC=CC=C1)(C1=CC=CC=C1)C1=CC=C(C=C1)OCCO Bis[4-(2-hydroxyethoxy)phenyl]diphenylsilane sodium